10,14-octadecadiynoic acid C(CCCCCCCCC#CCCC#CCCC)(=O)O